4-(((2Z)-3-cyclohexyl-4-oxo-5-(quinolin-4-ylmethylene)thiazolidin-2-ylidene)amino)benzenesulphonamide C1(CCCCC1)N1/C(/SC(C1=O)=CC1=CC=NC2=CC=CC=C12)=N/C1=CC=C(C=C1)S(=O)(=O)N